O1CCN(CC1)S(=O)(=O)C1=CC=C(C=C1)C1=CC=C(C=C1)C=1N=NNC1C(=O)O 4-(4'-(morpholinosulfonyl)-[1,1'-biphenyl]-4-yl)-1H-1,2,3-triazole-5-carboxylic acid